9-acetyl-4-(5-chloro-3-fluoropyridin-2-yl)-1-(4-(trifluoromethyl)benzyl)-1,4,9-triazaspiro[5.5]-undecane-2,5-dione C(C)(=O)N1CCC2(C(N(CC(N2CC2=CC=C(C=C2)C(F)(F)F)=O)C2=NC=C(C=C2F)Cl)=O)CC1